C(C)C(CN1CCC(CC1)C=1C(=CC(=NC1)C1=NNC(=C1CC(F)(F)F)C=1C=C(C=2N(C1)N=CN2)OC)C)CC 6-(3-(5-(1-(2-ethylbutyl)piperidin-4-yl)-4-methylpyridin-2-yl)-4-(2,2,2-trifluoroethyl)-1H-pyrazol-5-yl)-8-methoxy-[1,2,4]triazolo[1,5-a]pyridine